2-Bromo-1H-benzoimidazol-6-amine hydrochloride Cl.BrC1=NC2=C(N1)C=C(C=C2)N